N[C@H]1[C@@H]2N(C[C@H]1CC2)C(=O)C2=CC1=C(N(C(=N1)C=1N(C3=CC(=CC=C3C1)C=1C=C(C=CC1F)O)CC1CC1)C)C(=C2)OC 3-(2-{5-[(1R,4R,7R)-7-amino-2-azabicyclo[2.2.1]heptane-2-carbonyl]-7-methoxy-1-methyl-1H-1,3-benzodiazol-2-yl}-1-(cyclopropylmethyl)-1H-indol-6-yl)-4-fluorophenol